N1(CCC1)C(CN1N=CC(=C1)C1=NC2=C(C(=CC=C2N=C1)OC1=CC2=C(N=C(N2COCC[Si](C)(C)C)C)C=C1)Cl)=O 1-(azetidin-1-yl)-2-[4-[8-chloro-7-[2-methyl-3-(2-trimethylsilylethoxymethyl)benzimidazol-5-yl]oxy-quinoxalin-2-yl]pyrazol-1-yl]ethanone